C[C@@H]1[C@@H]2CC[C@]([C@@H](C2)OC1=O)(C)O The molecule is an organic heterobicyclic compound that is 2-oxabicyclo[3.3.1]nonan-3-one which has been substituted by an oxo group at position 3, methyl groups at positions 4 and 8, and by a hydroxy group at position 8 (the 1R,4R,5R,8S stereoisomer). Isolated from the plant endophytic fungus Pestalotiopsis foedan. It has a role as an antifungal agent and a fungal metabolite. It is a monoterpene, an organic heterobicyclic compound, a tertiary alcohol, a monoterpenoid and a delta-lactone.